C(#N)C1=CC=C(C=C1)C1=CC=C2C(=N1)C1(C(O2)C(C(C1=O)C(=O)N(C)C)C1=CC=CC=C1)O (4-cyanophenyl)-8a-hydroxy-N,N-dimethyl-8-oxo-6-phenyl-5a,7,8,8a-tetrahydro-6H-cyclopenta[4,5]furo[3,2-b]pyridine-7-carboxamide